FC1=C(C=CC(=C1)F)C1=CN=C(N1)[C@H](CCCCCC(CC)=O)NC(=O)[C@H]1CC12CCN(CC2)C (S)-N-((S)-1-(5-(2,4-difluorophenyl)-1H-imidazol-2-yl)-7-oxononyl)-6-methyl-6-azaspiro[2.5]octane-1-carboxamide